COC1(C2C(C3CCC(C3(CC1)C2)C)(C)C)C (+-)-8-METHOXY-2,6,6,8-TETRAMETHYL-TRICYCLO[5.3.1.0(1,5)]UNDECANE